5-(1-(2-chlorophenyl)-1H-pyrazol-4-yl)-4-ethoxy-1-methylpyridin-2(1H)-one ClC1=C(C=CC=C1)N1N=CC(=C1)C=1C(=CC(N(C1)C)=O)OCC